N-[(2,4-dimethoxyphenyl)methyl]-8-methoxy-2,2-dimethyl-7-[3-(pyrrolidin-1-yl)propoxy]-1H,2H,3H-cyclopenta[c]quinolin-4-amine formate C(=O)O.COC1=C(C=CC(=C1)OC)CNC1=NC=2C=C(C(=CC2C2=C1CC(C2)(C)C)OC)OCCCN2CCCC2